methyl (R)-4-(5-amino-3-oxo-4-(((phenylmethyl-d2)sulfonyl)oxy)-2,3-dihydrofuran-2-yl-2-d)-2-fluorobenzoate NC1=C(C([C@@](O1)([2H])C1=CC(=C(C(=O)OC)C=C1)F)=O)OS(=O)(=O)C([2H])([2H])C1=CC=CC=C1